C(C=C)(=O)N1CC(=CCC1)C=1C=NN(C1)C(C(=O)NC1=NC=C(C(=N1)C1=CNC2=C(C=CC=C12)OC)C(F)(F)F)C 2-(4-(1-propenoyl-1,2,5,6-tetrahydropyridin-3-yl)-1H-pyrazol-1-yl)-N-(4-(7-methoxy-1H-indol-3-yl)-5-(trifluoromethyl)pyrimidin-2-yl)propanamide